C(C)(C)(C)C1=CC=C(C=C1)C=1NC(C(=CN1)C(=O)O)=O 2-(4-(tert-butyl)phenyl)-6-oxo-1,6-dihydropyrimidine-5-carboxylic acid